C(C)(=O)N1CCC(CC1)(C#N)C=1C(=C(C=CC1)C1=NN(C2=CN=C(C=C21)NC(=O)C2CC2)C)OC N-(3-(3-(1-acetyl-4-cyanopiperidin-4-yl)-2-methoxyphenyl)-1-methyl-1H-pyrazolo[3,4-c]pyridin-5-yl)cyclopropanecarboxamide